[N+](=[N-])=CC(=O)OC1=CC=CC=C1 Phenyl Diazoacetate